2-chloro-N-[2-{1-[(2E)-3-(4-chlorophenyl)prop-2-en-1-yl]piperidin-4-yl}-4-(trifluoromethyl)phenyl]-isonicotinamide ClC=1C=C(C(=O)NC2=C(C=C(C=C2)C(F)(F)F)C2CCN(CC2)C\C=C\C2=CC=C(C=C2)Cl)C=CN1